(S)-2-Amino-3-(5-(4-((5-chloropyridin-2-yl)oxy)phenyl)-2H-tetrazol-2-yl)propan-1-ol N[C@H](CO)CN1N=C(N=N1)C1=CC=C(C=C1)OC1=NC=C(C=C1)Cl